2-[4-[2-[[(2R)-1-[2-[tert-butyl(dimethyl)silyl]oxyethyl]pyrrolidin-2-yl]methoxy]-7-(1-naphthyl)-6,8-dihydro-5H-pyrido[3,4-d]pyrimidin-4-yl]-1-prop-2-enoyl-piperazin-2-yl]acetonitrile [Si](C)(C)(C(C)(C)C)OCCN1[C@H](CCC1)COC=1N=C(C2=C(N1)CN(CC2)C2=CC=CC1=CC=CC=C21)N2CC(N(CC2)C(C=C)=O)CC#N